C(C)(C)(C)OC(=O)[C@H](CCC(OC(C)(C)C)=O)NC(N[C@@H](CCC(NCCOCCOCCOCCOCCC(=O)O)=O)C(=O)OC(C)(C)C)=O (7S,11S)-7,11-bis(tert-butoxycarbonyl)-2,2-dimethyl-4,9,14-trioxo-3,18,21,24,27-pentaoxa-8,10,15-triazatriacontan-30-oic acid